FC=1C=C(OC2=C(C(=C(C=C2)OC)[N+](=O)[O-])C)C=CC1F 1-(3,4-Difluorophenoxy)-4-methoxy-2-methyl-3-nitro-benzene